CC1C(CCC(=C1)C)C1OCC2N1C(OC2)C2C(C=C(CC2)C)C 3,5-bis(2,4-dimethylcyclohex-3-en-1-yl)dihydro-1H,3H,5H-oxazolo[3,4-c]oxazolE